C(C=C)(=O)N1CCN(CC1)C1=NC(N2C3=C(C(=C(C=C13)Cl)C1=C(C=CC=C1O)F)OC[C@H]2CO)=O (3R)-7-(4-acryloylpiperazin-1-yl)-9-chloro-10-(2-fluoro-6-hydroxyphenyl)-3-(hydroxymethyl)-2H-[1,4]oxazino[2,3,4-ij]quinazolin-5(3H)-one